2-((2R,5S)-5-methyl-2-(2-((1-methylpiperidin-4-yl)methyl)benzo[d]thiazol-5-yl)piperidin-1-yl)-2-oxo-N-(1-((2-(trimethylsilyl)ethoxy)methyl)-1H-pyrazolo[4,3-c]pyridin-7-yl)acetamide C[C@H]1CC[C@@H](N(C1)C(C(=O)NC=1C2=C(C=NC1)C=NN2COCC[Si](C)(C)C)=O)C=2C=CC1=C(N=C(S1)CC1CCN(CC1)C)C2